COC(=O)C1(CCN(CC1)C(=O)OC(C)(C)C)C=C 4-vinyl-piperidine-1,4-dicarboxylic acid 1-tert-butyl 4-methyl ester